[Ga+3].C[Si](C)(C)[N-][Si](C)(C)C.C[Si](C)(C)[N-][Si](C)(C)C.C[Si](C)(C)[N-][Si](C)(C)C tris(di(trimethylsilyl)amide) gallium